Dicyclohexylphenyl-sulfonium trifluoromethanesulfonate FC(S(=O)(=O)[O-])(F)F.C1(CCCCC1)[S+](C1=CC=CC=C1)C1CCCCC1